CC=1SC2=C(C1C(=O)N)C=C(C=C2)OCC2=C(N=CS2)C 2-methyl-5-[(4-methyl-1,3-thiazol-5-yl)methoxy]-1-benzothiophene-3-carboxamide